tert-butyl 2-[3-(dimethylamino) phenyl]-2,8-diazaspiro[4.5]decane-8-carboxylate CN(C=1C=C(C=CC1)N1CC2(CC1)CCN(CC2)C(=O)OC(C)(C)C)C